BrC=1C=CC=2N(C1)NC(C2)=N 6-bromopyrazolo[1,5-a]pyridin-2(1H)-imine